2-(4-chloro-3-fluorophenoxy)-N-(3-{5-[(2S*,4S*)-6-chloro-4-hydroxy-3,4-dihydro-2H-1-benzopyran-2-yl]-1,3,4-oxadiazol-2-yl}bicyclo[1.1.1]pentan-1-yl)acetamide ClC1=C(C=C(OCC(=O)NC23CC(C2)(C3)C=3OC(=NN3)[C@H]3OC2=C([C@H](C3)O)C=C(C=C2)Cl)C=C1)F |o1:20,24|